2-chloro-N-(4-hydroxy-2,6-dimethyl-phenyl)propanamide ClC(C(=O)NC1=C(C=C(C=C1C)O)C)C